(2E)-3-(azetidin-1-yl)-1-(4-bromopyridin-2-yl)prop-2-en-1-one N1(CCC1)/C=C/C(=O)C1=NC=CC(=C1)Br